Dichloro(benzylidene)bis(tricyclohexylphosphine) ruthenium (II) [Ru+2].ClP(C(C1=CC=CC=C1)P(C1CCCCC1)(C1CCCCC1)(C1CCCCC1)Cl)(C1CCCCC1)(C1CCCCC1)C1CCCCC1